1H-indole-7-carbonitril N1C=CC2=CC=CC(=C12)C#N